(4-hydroxy-4-methyl-cyclohexyl)-pyrazole-4-carboxamide OC1(CCC(CC1)C1=NNC=C1C(=O)N)C